methyl (1S,2S,4R,5R,7R)-6-azatricyclo[3.2.1.02,4]octane-7-carboxylate [C@H]12[C@H]3C[C@H]3[C@H](N[C@H]1C(=O)OC)C2